CC1(CN2C(OC1)=C(C=N2)[S@](=O)(N)=NC(NC2=C1C[C@H](CC1=CC=1CCCC21)C)=O)C (S)-6,6-dimethyl-N'-(((S)-2-methyl-1,2,3,5,6,7-hexahydro-s-indacen-4-yl)carbamoyl)-6,7-dihydro-5H-pyrazolo[5,1-b][1,3]oxazine-3-sulfonimidamide